4-[6-amino-5-(2-trifluoromethyl-benzyloxy)-pyridin-3-yl]-phenol NC1=C(C=C(C=N1)C1=CC=C(C=C1)O)OCC1=C(C=CC=C1)C(F)(F)F